5-[4-amino-5-(trifluoromethyl)pyrrolo[2,1-f][1,2,4]triazin-7-yl]-4-fluoro-N-[(3R,4S)-4-fluoro-1-[4,4,4-trifluoro-3-(trifluoromethyl)butanoyl]pyrrolidin-3-yl]-2-methoxybenzamide NC1=NC=NN2C1=C(C=C2C=2C(=CC(=C(C(=O)N[C@@H]1CN(C[C@@H]1F)C(CC(C(F)(F)F)C(F)(F)F)=O)C2)OC)F)C(F)(F)F